NCCNCCO 2-(2-amino-ethylamino)ethanol